ClC=1C=C(C=CC1)C1(C[C@@H](N(CC1)C(=O)OC(C)(C)C)C)C1C(OC(OC1=O)(C)C)=O tert-butyl (2S)-4-(3-chlorophenyl)-4-(2,2-dimethyl-4,6-dioxo-1,3-dioxan-5-yl)-2-methyl-piperidine-1-carboxylate